ClC=1C=C(C=C(C1)Cl)C1(CC(=NO1)C=1C=C(C(=O)NC2=CC(=NN2C)C)C=CC1)C(F)(F)F 3-(5-(3,5-dichlorophenyl)-5-(trifluoromethyl)-4,5-dihydroisoxazol-3-yl)-N-(1,3-dimethyl-1H-pyrazol-5-yl)benzamide